CCCCC(=O)O[C@H](CC(=O)[O-])C[N+](C)(C)C pentanoyl-L-carnitine